N1=C(N=CC=C1)C1=NN2C(NC=CC2=O)=C1 2-(pyrimidin-2-yl)pyrazolo[1,5-a]pyrimidin-7(4H)-one